C(C1=CC=CC=C1)NC1=CC=C(C=C1)N N-benzyl-1,4-phenylenediamine